5-methyl-1H-benzo[d][1,2,3]triazole-7-sulfonyl chloride CC1=CC2=C(NN=N2)C(=C1)S(=O)(=O)Cl